(3R)-3-{[5-(5-chloro-2-fluorophenyl)-1-trityl-1H-indazol-3-yl]carbamoyl}piperidine-1-carboxylic acid tert-butyl ester C(C)(C)(C)OC(=O)N1C[C@@H](CCC1)C(NC1=NN(C2=CC=C(C=C12)C1=C(C=CC(=C1)Cl)F)C(C1=CC=CC=C1)(C1=CC=CC=C1)C1=CC=CC=C1)=O